The molecule is a phenethylamine alkaloid that is 4-(2-aminoethyl)phenol substituted by a hydroxy group at position 1 and a methyl group at the amino nitrogen. It has a role as a plant metabolite and an alpha-adrenergic agonist. It is a phenethylamine alkaloid, a member of phenols and a member of ethanolamines. It is a conjugate base of a synephrinium. CNCC(C1=CC=C(C=C1)O)O